FC1=CC=C(C=C1)S(=O)(C)=NC1=CC(=NC2=C(N=CC=C12)C1=CC=NN1C1OCCCC1)N1[C@@H](COCC1)C 4-{[(4-fluorophenyl)(methyl)oxido-λ6-sulfanylidene]amino}-2-[(3R)-3-methylmorpholin-4-yl]-8-[1-(tetrahydro-2H-pyran-2-yl)-1H-pyrazol-5-yl]-1,7-naphthyridine